[Br-].[Br-].C1(=CC=C(C=C1)C[N+]1=CC(=C(C=C1)C)C)C[N+]1=CC(=C(C=C1)C)C 1,1'-[1,4-phenylenebis(methylene)]bis(3,4-dimethylpyridin-1-ium) dibromide